COC(=O)C1=C(N(C(=C(C1=O)I)C)CC)C1=CC(=C(C=C1)Cl)Cl.NC=1C=C(C=CC1)C1=C2CCNC2=CC=C1 4-(3-aminophenyl)indoline methyl-2-(3,4-dichlorophenyl)-1-ethyl-5-iodo-6-methyl-4-oxo-pyridine-3-carboxylate